FC(C(C(F)(F)F)(C(F)(F)F)OC[C@@H]1CC[C@@]2(CCCN12)COC(C1=CC=CC=C1)(C1=CC=CC=C1)C1=CC=CC=C1)(F)F (3S,7aS)-3-(((1,1,1,3,3,3-hexafluoro-2-(trifluoromethyl)propan-2-yl)oxy)methyl)-7a-((trityloxy)methyl)hexahydro-1H-pyrrolizine